4-((4-(4-hydroxyphenoxy)phenyl)sulfonyl)phenol OC1=CC=C(OC2=CC=C(C=C2)S(=O)(=O)C2=CC=C(C=C2)O)C=C1